3-(4-(((1R,3R)-3-(aminomethyl)cyclopentyl)(pentyl)amino)-1-oxoisoindolin-2-yl)piperidine-2,6-dione HCl salt Cl.NC[C@H]1C[C@@H](CC1)N(C1=C2CN(C(C2=CC=C1)=O)C1C(NC(CC1)=O)=O)CCCCC